tert-butyl 2-(4-iodo-2H-1,2,3-triazol-2-yl)acetate IC1=NN(N=C1)CC(=O)OC(C)(C)C